[C@H]12OC[C@H](N(C1)CC(=O)NC=1N=CC3=CC=C(C=C3C1)C1=CN=CN1C)C2 2-((1r,4r)-2-oxa-5-azabicyclo[2.2.1]heptan-5-yl)-N-(6-(1-methyl-1H-imidazol-5-yl)isoquinolin-3-yl)acetamide